FC1(CC(C1)[C@@H](N1C[C@@H](N(C[C@H]1C)C=1C=2N=C(N(C2N2C(N1)=NN=C2)C[C@H]2OCCC2)C)C)C2=CC(=C(C=C2)F)F)F 4-((2S,5R)-4-((R)-(3,3-difluorocyclobutyl)(3,4-difluorophenyl)methyl)-2,5-dimethylpiperazin-1-yl)-2-methyl-1-(((S)-tetrahydrofuran-2-yl)methyl)-1H-[1,2,4]triazolo[3,4-b]purine